C(CCCCCCCCCCC)C(C(=O)N)CC1=CC(=C(C(=C1)C(C)(C)C)O)C(C)(C)C dodecyl-3-(3,5-di-tert-butyl-4-hydroxyphenyl)propanoic acid amide